CC(C1CO1)COS(=O)(=O)C1=CC=C(C)C=C1 3-methyl-3-(p-toluenesulfonyloxymethyl)epoxypropane